4-[4-{5-(9,10-diphenyl-anthracene-2-yl)benzotriazol-2-yl}phenyl]isoquinoline C1(=CC=CC=C1)C=1C2=CC=CC=C2C(=C2C=CC(=CC12)C1=CC=2C(=NN(N2)C2=CC=C(C=C2)C2=CN=CC3=CC=CC=C23)C=C1)C1=CC=CC=C1